ethyl (S)-5-(2-(hydroxymethyl)azetidin-1-yl)pentanoate OC[C@H]1N(CC1)CCCCC(=O)OCC